7-chloro-1-(2-chlorophenyl)-4-(prop-2-yn-1-ylamino)quinazolin-2(1H)-one ClC1=CC=C2C(=NC(N(C2=C1)C1=C(C=CC=C1)Cl)=O)NCC#C